3-{[(4-cyanophenyl)carbamoyl]amino}-3-[(3-hydroxy-1-oxo-1-propoxypropan-2-yl)carbamoyl]propionic acid C(#N)C1=CC=C(C=C1)NC(=O)NC(CC(=O)O)C(NC(C(OCCC)=O)CO)=O